3-fluorophenylmethylene-6-((5-isopropyl-1-(3-morpholinyl)propylimidazol-4-yl)methylene)piperazine-2,5-dione FC=1C=C(C=CC1)C=C1C(NC(C(N1)=O)=CC=1N=C(NC1C(C)C)C(CC)C1NCCOC1)=O